CC1=C(C=NN1C1OCCCC1)C=1C=C(C=2C=NN(C2C1)C1OCCCC1)N 6-(5-methyl-1-(tetrahydro-2H-pyran-2-yl)-1H-pyrazol-4-yl)-1-(tetrahydro-2H-pyran-2-yl)-1H-indazol-4-amine